5-(bis(2-hydroxydodecyl)amino)thiopentane Ethyl-(1S,2R,3S,4R,5S)-4-(2-Chloro-6-((dicyclobutylmethyl)amino)-9H-purin-9-yl)-2,3-dihydroxybicyclo[3.1.0]hexane-1-carboxylate C(C)OC(=O)[C@@]12[C@H]([C@H]([C@@H]([C@H]2C1)N1C2=NC(=NC(=C2N=C1)NC(C1CCC1)C1CCC1)Cl)O)O.OC(CN(SCCCCC)CC(CCCCCCCCCC)O)CCCCCCCCCC